carbamate hydrobromide Br.C(N)(O)=O